tert-butyl 4-((7,9-difluoro-5H-pyrido[3,2-b]indol-5-yl)methyl)benzylcarbamate FC=1C=C(C=2C3=C(N(C2C1)CC1=CC=C(CNC(OC(C)(C)C)=O)C=C1)C=CC=N3)F